NC=1C=C(C=CC1)C=1C=CC=C2C=NC(=NC12)NC1=CC=C(C=C1)N1CCOCC1 8-(3-aminophenyl)-N-(4-morpholinylphenyl)quinazolin-2-amine